methyl (2S)-2-amino-3-(5-chloro-2-cyclopropoxyphenyl)propanoate N[C@H](C(=O)OC)CC1=C(C=CC(=C1)Cl)OC1CC1